FC1=C(C=C(C(=O)N(C)C=2C=C(C=3N(C2)C(=CN3)C3=CC=C(C=C3)NC(COC)=O)C)C=C1)OC 4-fluoro-3-methoxy-N-[3-[4-[(2-methoxyacetyl)amino]phenyl]-8-methyl-imidazo[1,2-a]pyridin-6-yl]-N-methyl-benzamide